C(C)(C)(C)NS(=O)(=O)C1=CC(=CC=C1)NC1=NC(=NC=C1C)NC1=CC=C(C=C1)N1CCN(CC1)C(CNC1=C2C(N(C(C2=CC=C1)=O)C1C(NC(CC1)=O)=O)=O)=O N-(tert-butyl)-3-((2-((4-(4-((2-(2,6-dioxopiperidin-3-yl)-1,3-dioxoisoindolin-4-yl)glycyl)piperazin-1-yl)phenyl)amino)-5-methylpyrimidin-4-yl)amino)benzenesulfonamide